(S)-1-((S)-1-(3-amino-4-hydroxyphenyl)-2-methoxyethyl)-4-(trifluoromethyl)-imidazolidin-2-one NC=1C=C(C=CC1O)[C@@H](COC)N1C(N[C@@H](C1)C(F)(F)F)=O